FC(C(=O)NCC=1NC2=CC(=C(C=C2C1)F)OCC=1N=CSC1)(C)F 2,2-difluoro-N-((5-fluoro-6-(thiazol-4-ylmethoxy)-1H-indol-2-yl)methyl)propanamide